C[Si](O[Si](O[Si](C)(C)C)(O[Si](C)(C)C)CCCN)(C)C 3-(1,1,1,5,5,5-hexamethyl-3-((trimethylsilyl)oxy)trisiloxan-3-yl)propan-1-amine